3-formyl-1-(4-fluorobenzyl)-4-oxo-4H-pyrido[1,2-a]pyrimidinium C(=O)C1=C[N+](=C2N(C1=O)C=CC=C2)CC2=CC=C(C=C2)F